ClC=1C(=CC(=NC1)OC)C1=CC(=NN1)C(=O)N1CCC(CC1)C(=O)NC1CCC(CC1)(C)O (5-(5-chloro-2-methoxypyridin-4-yl)-1H-pyrazole-3-carbonyl)-N-((1r,4r)-4-hydroxy-4-methylcyclohexyl)piperidine-4-carboxamide